1,1,1,3,3,3-hexafluoropropan-2-yl (±)-1-((2-(trifluoromethyl)pyridin-3-yl)carbamoyl)-6-azaspiro[2.5]octane-6-carboxylate FC(C1=NC=CC=C1NC(=O)[C@@H]1CC12CCN(CC2)C(=O)OC(C(F)(F)F)C(F)(F)F)(F)F |r|